(2S)-2-(trifluoromethyl)morpholine hydrochloride Cl.FC([C@@H]1CNCCO1)(F)F